n-butylbis(hydroxypropyl)phosphine oxide C(CCC)P(CCCO)(CCCO)=O